methyl 1-(2-(benzyloxy) ethyl)-6-chloro-1H-pyrrolo[2,3-b]pyridine-4-carboxylate C(C1=CC=CC=C1)OCCN1C=CC2=C1N=C(C=C2C(=O)OC)Cl